CC1=C(C(NC2=CC=NC(=C12)C)=O)C(C(=O)OC)C Methyl 2-(4,5-dimethyl-2-oxo-1H-1,6-naphthyridin-3-yl)propanoate